COC1=CC=C(C=C1)C(C#N)(C)C 2-(4-methoxyphenyl)-2-methyl-propanenitrile